ClC1=CC=C(C=C1)C1=CC=C(C=C1)B(O)O 4'-CHLORO-4-BIPHENYLBORONIC ACID